OC=1C=C(C=CC1C)NC(=O)C1CCN(CC1)S(=O)(=O)C=1C=C(N(C1)C)C(=O)OC methyl 4-((4-((3-hydroxy-4-methylphenyl) carbamoyl) piperidin-1-yl) sulfonyl)-1-methyl-1H-pyrrole-2-carboxylate